FC=1C=C(C=CC1)C1=C(C=CC=C1)C=1C=C2C(=NN(C2=CC1F)CC(C)(C)O)C 3-fluoro-2'-(6-fluoro-1-(2-hydroxy-2-methylpropyl)-3-methyl-1H-indazol-5-yl)-[1,1'-biphenyl]